2-({6-[2-(2-chlorophenyl)ethyl]-4-phenylquinolin-2-yl}(methyl)amino)acetic acid ClC1=C(C=CC=C1)CCC=1C=C2C(=CC(=NC2=CC1)N(CC(=O)O)C)C1=CC=CC=C1